N-(2-hydroxy-4-methoxyphenyl)formamide OC1=C(C=CC(=C1)OC)NC=O